4-((1R,3S,5R)-2-(2-(3-acetyl-7-methyl-5-(2-methylpyrimidin-5-yl)-1H-indazol-1-yl)acetyl)-5-methyl-2-azabicyclo[3.1.0]hexane-3-carboxamido)butanoic acid C(C)(=O)C1=NN(C2=C(C=C(C=C12)C=1C=NC(=NC1)C)C)CC(=O)N1[C@@H]2C[C@@]2(C[C@H]1C(=O)NCCCC(=O)O)C